COC1=CC=CC=2C=3N(C=NC12)N=C(N3)C3=CC=C(C=C3)OC 7-methoxy-2-(4-methoxyphenyl)[1,2,4]triazolo[1,5-c]quinazolin